(R)-N-(2-(2-methoxypyrimidin-4-yl)-1H-pyrrolo[3,2-c]pyridin-6-yl)-1-((tetrahydrofuran-2-yl)methyl)-1H-pyrazole-4-carboxamide COC1=NC=CC(=N1)C1=CC=2C=NC(=CC2N1)NC(=O)C=1C=NN(C1)C[C@@H]1OCCC1